CCCCC1=CC=C(C=C1)N=CC2=C(C=C(C=C2)OC)O N-(4-methoxy-2-hydroxybenzylidene)-4-butylaniline